ClC=1C(=C2C=NNC2=C(C1F)NCC1CC1)C=1C=CC=2N(C1)C=C(N2)NC(=O)C2C(C2)F N-(6-(5-chloro-7-((cyclopropylmethyl)amino)-6-fluoro-1H-indazol-4-yl)imidazo[1,2-a]pyridin-2-yl)-2-fluorocyclopropane-1-carboxamide